pentasiloxane [SiH3]O[SiH2]O[SiH2]O[SiH2]O[SiH3]